(S)-N'-(((R)-1-(methoxymethyl)-1,2,3,5,6,7-hexahydro-s-indacen-4-yl)carbamoyl)-6,7-dihydro-5H-pyrazolo[5,1-b][1,3]oxazine-3-sulfonimidamide COC[C@@H]1CCC2=C(C=3CCCC3C=C12)NC(=O)N=[S@@](=O)(N)C=1C=NN2C1OCCC2